NC1=C2C(=NC=N1)N(N=C2C)C(C)C2=NN(C1=CC(=CC=C21)Cl)C2=C(C#N)C=CC=C2 (3-(1-(4-amino-3-methyl-1H-pyrazolo[3,4-d]pyrimidin-1-yl)ethyl)-6-chloro-1H-indazol-1-yl)benzonitrile